N,N-Bis(2-Hydroxyethyl)-ethylendiamin OCCN(CCN)CCO